C(C)(C)(C)N1N=C(C=C1NC(OCC1=CC=CC=C1)=O)C1CCC(CC1)O benzyl (1-(tert-butyl)-3-((1s,4s)-4-hydroxycyclohexyl)-1H-pyrazol-5-yl)carbamate